Docosanoic acid 7-[4-(4-benzo[b]thiophen-4-ylpiperazin-1-yl)butoxy]-4,4-dimethyl-2-oxo-3,4-dihydro-2H-quinolin-1-ylmethyl ester S1C2=C(C=C1)C(=CC=C2)N2CCN(CC2)CCCCOC2=CC=C1C(CC(N(C1=C2)COC(CCCCCCCCCCCCCCCCCCCCC)=O)=O)(C)C